2-phenylethyl 2-methylpropanoate (phenylethyl isobutyrate) C1(=CC=CC=C1)CCC(C(=O)O)(C)C.CC(C(=O)OCCC1=CC=CC=C1)C